C[C@@H]1CN(C[C@@H](N1)C)C1=CC=C(C=2N=C(C=NC12)C)C(=O)NC=1C=C(C=2N(C1)C=C(N2)C)F 8-((3r,5s)-3,5-dimethylpiperazin-1-yl)-N-{8-fluoro-2-methylimidazo[1,2-a]pyridin-6-yl}-3-methylquinoxaline-5-carboxamide